C(CCC)N1CCCCCC1 1-butyl-1-azacycloheptane